6-Bromo-3-chloro-2-methylbenzoic acid methyl ester COC(C1=C(C(=CC=C1Br)Cl)C)=O